C(C1=CC=CC=C1)(=O)NC1=NC=CC2=C1C=CN2C=2C=C(C=CC2)NC(C2=CC(=C(C=C2)Cl)Cl)=O N-[3-(4-benzamidopyrrolo[3,2-c]pyridin-1-yl)phenyl]-3,4-dichlorobenzamide